C(C)OC(=O)C=1N(C=C(C(C1C(=O)OCC)=O)C(=O)OCC)C1=CC=C(C=C1)C(F)(F)F Triethyl-4-oxo-1-(4-(trifluoromethyl)phenyl)-1,4-dihydropyridine-2,3,5-tricarboxylate